2-phenoxy-ethanol O(C1=CC=CC=C1)CCO